C1(CCCC=2OC=3CCCC(C3CC12)=O)=O 3,4,5,6,7,9-hexahydro-1H-xanthene-1,8(2H)-dione